C(C)N1C[C@@H](CCC1)NC=1N=NC(=C(N1)C)C1=CC=C2C(CCO2)=C1O 5-[3-[[(3R)-1-ethyl-3-piperidinyl]amino]-5-methyl-1,2,4-triazin-6-yl]-2,3-dihydrobenzofuran-4-ol